C1(CC1)S(=O)(=O)N1N=CC(=C1)C1=NC=CC(=N1)NC1=NC=C(C(=C1C(C)C)N)C#CCN1CCCC1 N2-(2-(1-(Cyclopropylsulfonyl)-1H-pyrazol-4-yl)pyrimidin-4-yl)-M-isopropyl-5-(3-(pyrrolidin-1-yl)prop-1-yn-1-yl)pyridine-2,4-diamine